3-(2,2-difluoroethyl)-7-(((3R,4R)-3-fluoro-1-methylpiperidin-4-yl)amino)benzo[b]thiophen FC(CC=1C2=C(SC1)C(=CC=C2)N[C@H]2[C@@H](CN(CC2)C)F)F